C1(CCC1)C1C(NC=2C=CC=C3C=C(N1C32)C(=O)O)=O 11-cyclobutyl-10-oxo-1,9-diazatricyclo[6.3.1.04,12]dodeca-2,4,6,8(12)-tetraene-2-carboxylic acid